6-(8-chloronaphthalen-1-yl)-1-((R)-3-(cyanomethyl)-4-(2-fluoroacryloyl)piperazin-1-yl)-3-(((S)-1-methylpyrrolidin-2-yl)methoxy)-5,6,7,8-tetrahydro-2,6-naphthyridine-4-carbonitrile ClC=1C=CC=C2C=CC=C(C12)N1CC=2C(=C(N=C(C2CC1)N1C[C@H](N(CC1)C(C(=C)F)=O)CC#N)OC[C@H]1N(CCC1)C)C#N